C1(=CC=C(C=C1)CCO)C1=CC=CC=C1 2-([1,1'-biphenyl]-4-yl)ethan-1-ol